4-hydroxybenzimidamide hydrochloride Cl.OC1=CC=C(C(N)=N)C=C1